7-[3-(Dibenzothiophen-4-yl)phenyl]Dibenzo[f,h]quinoxalin C1=CC=C(C=2SC3=C(C21)C=CC=C3)C=3C=C(C=CC3)C3=CC=2C(=C1N=CC=NC1=C1C2C=CC=C1)C=C3